tert-butyl N-[2-(aminomethyl)spiro[3.5]nonan-7-yl]-N-methyl-carbamate NCC1CC2(C1)CCC(CC2)N(C(OC(C)(C)C)=O)C